2-[2-(4-methoxyphenyl)-1,3-dioxan-5-yl]ethan-1-ol COC1=CC=C(C=C1)C1OCC(CO1)CCO